2-(2-((5-Bromo-2-((3-methoxy-5-methyl-4-(4-(4-methylpiperazin-1-yl)piperidin-1-yl)phenyl)amino)pyrimidin-4-yl)amino)-4-fluorophenyl)propan-2-ol BrC=1C(=NC(=NC1)NC1=CC(=C(C(=C1)C)N1CCC(CC1)N1CCN(CC1)C)OC)NC1=C(C=CC(=C1)F)C(C)(C)O